3-((methylsulfonyl)methyl)azetidine-1-carboxylic acid tert-butyl ester C(C)(C)(C)OC(=O)N1CC(C1)CS(=O)(=O)C